9-bromo-7-(1-methylazetidin-3-yl)furo(3,2-g)quinoline-2-carbonitrile BrC=1C2=C(C=C3C=CC(=NC13)C1CN(C1)C)C=C(O2)C#N